N-(1-(4-(dimethylamino)pyridin-2-yl)ethyl)-5-(4-(trifluoromethyl)phenoxy)-2-naphthamide CN(C1=CC(=NC=C1)C(C)NC(=O)C1=CC2=CC=CC(=C2C=C1)OC1=CC=C(C=C1)C(F)(F)F)C